N-[3-(hydroxymethyl)-4-piperidyl]-6-[3-(2-methoxy-4-methyl-sulfonyl-anilino)prop-1-ynyl]-1-(2,2,2-trifluoroethyl)benzimidazole-4-carboxamide OCC1CNCCC1NC(=O)C1=CC(=CC=2N(C=NC21)CC(F)(F)F)C#CCNC2=C(C=C(C=C2)S(=O)(=O)C)OC